N-[[(2R,5S)-2-[4-(4-chlorophenoxy)phenyl]-3-oxo-1,4-thiazepan-5-yl]methyl]-1H-pyrazole-3-carboxamide ClC1=CC=C(OC2=CC=C(C=C2)[C@H]2SCC[C@H](NC2=O)CNC(=O)C2=NNC=C2)C=C1